BrC=1C(=CSC1)C1(CC1)C=O 1-(4-Bromothiophen-3-yl)cyclopropanecarbaldehyde